N=1CCCC1C=1C(=NC=CC1)C 3,4-dihydro-2H-pyrrol-5-yl-2-methylpyridine